C(C)(C)(C)OC(=O)N[C@H](CC=1C=C2N(N=C(C=C2N(C(OC(C)(C)C)=O)CC=2SC=CC2)Cl)C1C)C tert-butyl N-{6-[(2S)-2-[(tert-butoxycarbonyl)amino]propyl]-2-chloro-7-methylpyrrolo[1,2-b]pyridazin-4-yl}-N-(thiophen-2-ylmethyl)carbamate